FC=1C=C(C#N)C=C(C1)OC1=C2C=3[C@](C(C(C3C=C1)(F)F)(F)F)([C@H]([C@@H]2O)F)O 3-fluoro-5-(((2aR,3S,4R)-1,1,2,2,3-pentafluoro-2a,4-dihydroxy-2,2a,3,4-tetrahydro-1H-cyclopenta[cd]-inden-5-yl)oxy)benzonitrile